1-(4-[(2,6-dichlorophenyl)carbamoyl]-2-fluoro-5-{[(2S)-1,1,1-trifluoropropan-2-yl]oxy}phenyl)-4-ethyl-5-oxo-4,5-dihydro-1H-1,2,4-triazole-3-carboxylic acid ClC1=C(C(=CC=C1)Cl)NC(=O)C1=CC(=C(C=C1O[C@H](C(F)(F)F)C)N1N=C(N(C1=O)CC)C(=O)O)F